N=1C=CN2C1N=CC(=C2)C=2C=C(N1N=C(N=C(C12)OC)NC1CCC(CC1)(O)C)[2H] (1s,4s)-4-((5-(imidazo[1,2-a]pyrimidin-6-yl)-4-methoxypyrrolo[2,1-f][1,2,4]triazin-2-yl-7-d)amino)-1-methylcyclohexan-1-ol